3-(4-(aminomethyl)-4-methylpiperidin-1-yl)-6-(2,3-dichlorophenoxy)-1-methylpyrazin-2(1H)-one NCC1(CCN(CC1)C=1C(N(C(=CN1)OC1=C(C(=CC=C1)Cl)Cl)C)=O)C